4-chloro-1-isopropyl-1,3-benzodiazole-2-carboxylic acid ethyl ester C(C)OC(=O)C1=NC2=C(N1C(C)C)C=CC=C2Cl